BrC1=C(C=C(C(=C1)C(F)(F)F)OC)S(=O)(=O)N[C@@H](CNC1=CC=C(C=C1)F)CC1=CC=CC=C1 (R)-2-bromo-N-(1-((4-fluorophenyl)amino)-3-phenylpropan-2-yl)-5-methoxy-4-(trifluoromethyl)benzenesulfonamide